C(C)(C)C1(C2CC3CC(CC1C3)C2)OC(=O)COC(=O)C2C3C1C4C=CC(C1C(C2)C3)C4 8-(2-isopropyl-2-adamantyloxycarbonylmethyloxycarbonyl)-tetracyclo[4.4.0.12,5.17,10]-3-dodecene